OC(C=CC=CC=CC=CC(=O)O)CCCCCCC(CCCCC)O 10,17-dihydroxy-docosatetraenoic acid